1-(4-((5-(3,5-dimethylisoxazol-4-yl)-2-methylphenyl)(5-((2-(2,6-dioxopiperidin-3-yl)-6-fluoro-3-oxoisoindolin-5-yl)amino)-3-methylpentanyl)amino)phenyl)cyclopropane-1-carbonitrile CC1=NOC(=C1C=1C=CC(=C(C1)N(C1=CC=C(C=C1)C1(CC1)C#N)CCC(CCNC=1C=C2C(N(CC2=CC1F)C1C(NC(CC1)=O)=O)=O)C)C)C